CC1(C=2C=CC=CC2C2=C1N=C(N=C2)C2=CC=CC=C2)C 9,9-dimethyl-2-phenyl-9H-indeno[2,1-d]Pyrimidine